(2R)-N-(4-tert-butylphenyl)-1-cyano-N-[2-[(2-morpholino-2-oxo-ethyl)amino]-2-oxo-1-(3-pyridyl)ethyl]pyrrolidine-2-carboxamide C(C)(C)(C)C1=CC=C(C=C1)N(C(=O)[C@@H]1N(CCC1)C#N)C(C(=O)NCC(=O)N1CCOCC1)C=1C=NC=CC1